[Si](C)(C)(C(C)(C)C)NS(=O)(=NC(NC=1C(=NC=C(C1C(C)C)F)C(C)C)=O)C=1SC(=CN1)C(C)(C)O N-(tert-butyldimethylsilyl)-N'-((5-fluoro-2,4-diiso-propyl-pyridin-3-yl)carbamoyl)-5-(2-hydroxypropan-2-yl)thiazole-2-sulfonimidamide